3-Furanboronic acid O1C=C(C=C1)B(O)O